N-[3-(1-methylpiperidin-4-yl)-1H-pyrrolo[3,2-b]pyridin-5-yl]propenamide CN1CCC(CC1)C1=CNC=2C1=NC(=CC2)NC(C=C)=O